BrC1=C(C=C2C=C(C(=NC2=C1)C)CC(=O)O)F 2-(7-bromo-6-fluoro-2-methylquinolin-3-yl)acetic acid